NC1=NC=CC(=C1Cl)SC=1N=C(C(=NC1)N1CCC2([C@@H]([C@@H](OC2)C)N)CC1)Cl (3S,4S)-8-(5-((2-amino-3-chloropyridin-4-yl)thio)-3-chloropyrazin-2-yl)-3-methyl-2-oxa-8-azaspiro[4.5]decan-4-amine